C(CC1=C(C=CC=C1)NC(=O)[C@@H]1C(C[C@@H]2SCC[C@@H](C(N21)=O)NC([C@H](C)NC)=S)(C)C)C2=C(C=CC=C2)NC(=O)[C@@H]2C(C[C@@H]1SCC[C@@H](C(N12)=O)NC([C@H](C)NC)=S)(C)C (4S,4'S,7S,7'S,9aS,9a'S)-N,N'-(ethane-1,2-diylbis-(2,1-phenylene))bis(8,8-dimethyl-4-((S)-2-(methylamino)propane-thioamido)-5-oxoocta-hydropyrrolo[2,1-b]-[1,3]thiazepine-7-carboxamide)